[N+](=O)([O-])C1=C(C=NC=C1)N1C(=C(C=C1)C(=O)OCC)C(=O)OCC diethyl 1-(4-nitropyridin-3-yl)-1H-pyrrole-2,3-dicarboxylate